FC1=C2C(=NC=NC2=CC(=C1)OC)NC1=C(C=C(C=C1)N1C(N(CC1=O)C=1C=NC=C(C1)C(F)(F)F)=O)C=C 3-{4-[(5-fluoro-7-methoxy-4-quinazolinyl)amino]-3-vinylphenyl}-1-[5-(trifluoromethyl)-3-pyridinyl]-2,4-imidazolidinedione